N-((3R,4S)-4-fluoro-pyrrolidin-3-yl)-6-(6-(1-methyl-1H-pyrazol-4-yl)-imidazo[1,2-a]pyridin-3-yl)pyridin-2-amine F[C@@H]1[C@@H](CNC1)NC1=NC(=CC=C1)C1=CN=C2N1C=C(C=C2)C=2C=NN(C2)C